1,3-dimethyl-5-(1-methyl-7-(1-methyl-1H-pyrazol-4-yl)-2,3-dihydropyrido[3,4-b]Pyrazin-4(1H)-yl)-1,6-naphthyridin-2(1H)-one CN1C(C(=CC2=C(N=CC=C12)N1C2=C(N(CC1)C)C=C(N=C2)C=2C=NN(C2)C)C)=O